5-{3-[4-(3-trifluoromethyl-benzyloxy)phenylthio]furan-2-yl}imidazolidine-2,4-dione FC(C=1C=C(COC2=CC=C(C=C2)SC2=C(OC=C2)C2C(NC(N2)=O)=O)C=CC1)(F)F